O[C@@H]1[C@@]2(C[C@@H]2[C@H]([C@@H]1O)N1C2=NC(=NC(=C2N=C1)NC)C#CC=1SC=CC1)C(=O)NC (1S,2R,3S,4R,5S)-2,3-dihydroxy-N-methyl-4-(6-(methylamino)-2-(thiophen-2-ylethynyl)-9H-purin-9-yl)bicyclo[3.1.0]hexane-1-carboxamide